5-benzyloxy-2-methyl-indoline C(C1=CC=CC=C1)OC=1C=C2CC(NC2=CC1)C